6-[4-(difluoromethoxy)phenyl]-3-oxo-2,3,4,5-tetrahydropyridazine-4-carboxylic acid methyl ester COC(=O)C1C(NN=C(C1)C1=CC=C(C=C1)OC(F)F)=O